rac-N-(4-((((1r,4r)-4-aminocyclohexyl)methyl)sulfonyl)-3-chlorophenyl)-3-(2,3-difluoro-4-methoxyphenyl)imidazo[1,2-a]pyrazin-8-amine NC1CCC(CC1)CS(=O)(=O)C1=C(C=C(C=C1)NC=1C=2N(C=CN1)C(=CN2)C2=C(C(=C(C=C2)OC)F)F)Cl